C(#N)C1(CC1)NS(=O)(=O)C=1C=C(C=2N(C1)C(=CN2)C=2SC(=NN2)C(F)F)N2CCN(CC2)C(=O)N(C)C2CCCC2 4-(6-(N-(1-cyanocyclopropyl)sulfamoyl)-3-(5-(difluoromethyl)-1,3,4-thiadiazol-2-yl)imidazo[1,2-a]pyridin-8-yl)-N-cyclopentyl-N-methylpiperazine-1-carboxamide